N-(2-aminoethyl)-5-methoxyisochroman-1-carboxamide monohydrate O.NCCNC(=O)C1OCCC2=C(C=CC=C12)OC